Methyl 5-[4-(3-chloropropoxy)phenoxy]imidazo[1,5-a]pyridine-7-carboxylate Methyl-5-[4-(3-chloropropoxy)phenoxy]imidazo[1,5-a]pyridine-7-carboxylate COC(=O)C1=CC=2N(C(=C1)OC1=CC=C(C=C1)OCCCCl)C=NC2.ClCCCOC2=CC=C(OC1=CC(=CC=3N1C=NC3)C(=O)OC)C=C2